C[C@@H]1C[C@H]2[C@@H](C[C@H]3[C@H](O2)[C@H]([C@@H]([C@H]4[C@H](O3)[C@H]([C@@H]([C@]5(O4)C[C@@H](CO5)O)C)C)O)C)O[C@H]6C[C@@H]7[C@]([C@@H](C[C@@H]8[C@@H](O7)C/C=C\\C[C@@H]9[C@@H](O8)/C=C\\C[C@@H]2[C@@H](O9)C=C[C@@H]3[C@@H](O2)C[C@@H]2[C@@H](O3)[C@@H]([C@@H]3[C@@H](O2)CC=CCO3)O)O)(O[C@@H]6C1)C The molecule is a ciguatoxin comprising a sequence of twelve trans-fused six-, seven-, eight- and nine-membered oxacycles and a spiro-fused hydroxytetrahydrofuran ring. It has a role as a metabolite.